3-methylimidazole bis-trifluoromethanesulfonimide salt [N-](S(=O)(=O)C(F)(F)F)S(=O)(=O)C(F)(F)F.[N-](S(=O)(=O)C(F)(F)F)S(=O)(=O)C(F)(F)F.CN1C=NC=C1